OCC1(CCOCC1)NC(=O)C1=C(OC2=C1C=C(C=C2)OCC=2C(=NC=CC2)C)C N-(4-(hydroxymethyl)tetrahydro-2H-pyran-4-yl)-2-methyl-5-((2-methylpyridin-3-yl)methoxy)benzofuran-3-carboxamide